ClC1=C(C=C(C(=C1)[2H])[2H])C(CN1N=CN=N1)=O 1-(2-Chlorophenyl-4,5-d2)-2-(2H-tetrazol-2-yl)ethan-1-one